IC=1C=C(C=CC1)C1=CC2=C(N=CNC2=O)C(=N1)C 6-(3-iodophenyl)-8-methylpyrido[3,4-d]pyrimidin-4(3H)-one